C(CCCCCCCCCCC)C1=C(C=CC=C1)OC1=C(C=CC=C1)CCCCCCCCCCCC mono(dodecylphenyl) ether